FC1=C(C=CC(=C1C1=CC=C2C(=NNC2=C1F)C=1NC=CN1)F)NS(=O)(=O)C1=NC(=CC=C1)OC N-(2,4-difluoro-3-(7-fluoro-3-(1H-imidazol-2-yl)-1H-indazol-6-yl)phenyl)-6-methoxypyridine-2-sulfonamide